[Si+4].[O-2].[Mg+2].[O-2].[O-2] magnesium-oxide silicon